N-[[6-(morpholine-4-carbonyl)-6-azaspiro[2.5]octan-2-yl]methyl]-1,3-dihydropyrrolo[3,4-c]pyridine-2-carboxamide N1(CCOCC1)C(=O)N1CCC2(C(C2)CNC(=O)N2CC=3C=NC=CC3C2)CC1